1-Hydroxy-4-ethoxy-4-oxobutane-1-sulfinic acid OC(CCC(=O)OCC)S(=O)O